(±)-8-chloro-6-(5-cyclopropylpyridazin-4-yl)isoquinolin-3-amine ClC=1C=C(C=C2C=C(N=CC12)N)C1=CN=NC=C1C1CC1